8-oxo-7-(thiophen-2-yl)-1,3,4,8-tetrahydropyrido[2,1-c][1,4]Oxazine-9-carboxylic acid O=C1C(=C2COCCN2C=C1C=1SC=CC1)C(=O)O